tetramethyl-diethyl-amino-titanium CC(C([Ti](N)CC)(C)C)C